C(C)(C)(C)OC(=O)NC1(CCCC1)C(=O)O 1-[(tert-butoxycarbonyl)amino]cyclopentane-1-carboxylic acid